[Na+].C1(=CC=CC=C1)S(=O)[O-] phenylsulfinic acid sodium salt